OC1(C(OC2=CC(=CC=C2C1=O)C1=CC=CC=C1)C1=CC=C(C=C1)C(=O)O)O 3-hydroxy-7-phenyl-4'-carboxyflavonol